BrC1=CC=CC=2[Te]C3=C(C21)C=CC=C3 1-bromodibenzo[b,d]tellurophene